pentoxyOxygen C(CCCC)O[O]